Cl.C1=C2C=3C=C4C(=CC3NC2=CC(=C1)C#N)C=CC=C4 benzo[b]carbazole-3-carbonitrile hydrochloride